FC1=C(C=CC2=C1N(C(=N2)C2=CC=C(C=C2)S(=O)(=O)C)C)C2CCN(CC2)C2CCN(CCC2)C(C)C 7-fluoro-6-(1-(1-isopropylazepan-4-yl)piperidin-4-yl)-1-methyl-2-(4-(methylsulfonyl)phenyl)-1H-benzo[d]imidazole